FC(COC=1C=CC(=C(C1)N1C(C(C2=CC(=CC=C12)C(=O)NC1(CS(C1)(=O)=O)C)(C)C)=O)F)F 1-[5-(2,2-difluoro-ethoxy)-2-fluoro-phenyl]-3,3-dimethyl-N-(3-methyl-1,1-dioxo-thietan-3-yl)-2-oxo-indoline-5-carboxamide